C1(CCCC1)C1=NC(=NC=C1)CN1N=CC(=C1)C1=CC2=C(C(=CO2)C2C(NC(CC2)=O)=O)C=C1 3-(6-(1-((4-cyclopentylpyrimidin-2-yl)methyl)-1H-pyrazol-4-yl)benzofuran-3-yl)piperidine-2,6-dione